2-Chloro-1,6-naphthyridine-7-carbonitrile ClC1=NC2=CC(=NC=C2C=C1)C#N